N-(2-cyclopentylethyl)-3-((4-((2-fluorobenzyl)oxy)phenyl)amino)benzamide C1(CCCC1)CCNC(C1=CC(=CC=C1)NC1=CC=C(C=C1)OCC1=C(C=CC=C1)F)=O